ClC1=NC=C(C(=O)OC)C(=C1)NC1=CC=CC=2C=3C(CN(C12)C)=CN(N3)C methyl 6-chloro-4-((2,5-dimethyl-4,5-dihydro-2H-pyrazolo[4,3-c]quinolin-6-yl)amino)nicotinate